CC1N(CC(CC1)NC1=NC=C(C=N1)C(F)(F)F)C(=O)[O-] 2-methyl-5-((5-(trifluoromethyl)pyrimidin-2-yl)amino)piperidine-1-carboxylate